(R)-chromane-2-carboxylic acid O1[C@H](CCC2=CC=CC=C12)C(=O)O